3-chloro-N-(2-(4-chloro-3-fluorophenyl)-1-(5-fluoro-4-(methylamino)-2-oxopyrimidin-1(2H)-yl)-2-oxoethyl)benzamide ClC=1C=C(C(=O)NC(C(=O)C2=CC(=C(C=C2)Cl)F)N2C(N=C(C(=C2)F)NC)=O)C=CC1